2-(10-bromoanthracen-9-yl-1,2,3,4,5,6,7,8-d8)dibenzo[b,d]furan BrC1=C2C(=C(C(=C(C2=C(C2=C(C(=C(C(=C12)[2H])[2H])[2H])[2H])C1=CC2=C(OC3=C2C=CC=C3)C=C1)[2H])[2H])[2H])[2H]